ClC=1C=C(C=CC1OC1=CC=2N(N=C1)C=CN2)NC=2C1=C(N=CN2)C=CC(=N1)OC1CCN(CC1)C(C=C)=O 1-(4-((4-((3-chloro-4-(imidazo[1,2-b]pyridazin-7-yloxy)phenyl)amino)pyrido[3,2-d]pyrimidin-6-yl)oxy)piperidin-1-yl)prop-2-en-1-one